C(=O)(O)C=1C=C(C=CC1C(=O)O)C=1SC2=C(N1)C=C(C(=C2)C(=O)O)C(=O)O 2-(3',4'-dicarboxyphenyl)-5,6-dicarboxybenzothiazole